2-(methoxymethyl)-6-methyl-imidazo[2,1-b][1,3,4]Thiadiazole COCC1=NN2C(S1)=NC(=C2)C